CN(CCC(C1=NC=CC=C1)C1=CC=CC=C1)C N,N-dimethyl-3-phenyl-3-(pyridine-2-yl)propan-1-amine